2-[1-[5-[(2,6-dioxo-3-piperidyl)amino]-3-fluoro-2-pyridyl]-4-hydroxy-4-piperidyl]acetic acid tert-butyl ester C(C)(C)(C)OC(CC1(CCN(CC1)C1=NC=C(C=C1F)NC1C(NC(CC1)=O)=O)O)=O